(S)-N-(8,9-difluoro-6-oxo-1,2,3,4,5,6-hexahydrobenzo[c][1,7]naphthyridin-1-yl)-N,4-dimethyl-1H-indole-2-carboxamide FC=1C(=CC2=C(C(NC=3CNC[C@H](C23)N(C(=O)C=2NC3=CC=CC(=C3C2)C)C)=O)C1)F